(1r,4r)-4-(3-Chloroanilino)-6'-methoxy-2'-(3-phenoxyphenyl)spiro[cyclohexane-1,1'-indene]-4-carboxylic acid methyl ester COC(=O)C1(CCC2(C(=CC3=CC=C(C=C23)OC)C2=CC(=CC=C2)OC2=CC=CC=C2)CC1)NC1=CC(=CC=C1)Cl